(Z)-2-cyano-3-hydroxy-N-[4-(trifluoromethyl)phenyl]hept-2-en-6-ynylamide C(#N)\C(\C[NH-])=C(\CCC#CC1=CC=C(C=C1)C(F)(F)F)/O